OC1=CC=C(C=C1)SC1=CC=C(C=C1)O bis-(4-hydroxyphenyl)-thioether